Cinnamaldehyde diethyl acetal C(C)OC(C=CC1=CC=CC=C1)OCC